1-(2-methoxyethyl)-3-(4-(trifluoromethyl)pyridin-2-yl)-1,3,8-triazaspiro[4.5]decane-2,4-dione hydrochloride Cl.COCCN1C(N(C(C12CCNCC2)=O)C2=NC=CC(=C2)C(F)(F)F)=O